5-amino-1-(4-(4-methylpiperazin-1-yl)cyclohexyl)-3-(4-phenoxyphenyl)-1H-pyrazole-4-carboxamide NC1=C(C(=NN1C1CCC(CC1)N1CCN(CC1)C)C1=CC=C(C=C1)OC1=CC=CC=C1)C(=O)N